Sulfooctanoic acid anion S(=O)(=O)(O)C(C(=O)[O-])CCCCCC